4-bromo-3-chloro-2-fluoro-phenylamine BrC1=C(C(=C(C=C1)N)F)Cl